5-(4-(4-Methoxyphenyl)-1-methyl-1H-imidazol-5-yl)-1H-indazole COC1=CC=C(C=C1)C=1N=CN(C1C=1C=C2C=NNC2=CC1)C